FC1=CC=C(C=C1)CCNC(N)=O 3-[2-(4-fluoro-phenyl)-ethyl]Urea